NC1=NC2=CC(=CC(=C2C(=C1)NCCCO)F)Br 3-((2-amino-7-bromo-5-fluoroquinolin-4-yl)amino)propan-1-ol